(R)-2-(benzofuran-3-yl)-1-(5-oxaspiro[2.3]hexane-carboxamido)ethylboronic acid O1C=C(C2=C1C=CC=C2)C[C@H](NC(=O)C2CC21COC1)B(O)O